4-Chloro-7-[(3S*)-3-{6-[4-(dibutoxymethyl)piperidin-1-yl]pyridazin-3-yl}piperidin-1-yl]-1H-indole-3-carbonitrile ClC1=C2C(=CNC2=C(C=C1)N1C[C@H](CCC1)C=1N=NC(=CC1)N1CCC(CC1)C(OCCCC)OCCCC)C#N |o1:12|